ClC=1C=C(C=C(C1)NS(=O)(=O)C)NC(=O)C=1C=NN(C1)C1=NC=C(C=C1)N1CCNCC1 N-(3-chloro-5-methanesulfonamidophenyl)-1-[5-(piperazin-1-yl)pyridin-2-yl]-1H-pyrazole-4-carboxamide